CN1C(OC2=C1C=C(C=C2)C2CCN(CC2)C(=O)OC(C)(C)C)=O tert-Butyl 4-(3-methyl-2-oxo-1,3-benzoxazol-5-yl)piperidine-1-carboxylate